3-{6-azaspiro[2.5]oct-6-yl}-4-{2-[8-(4,4-difluoropiperidin-1-yl)quinolin-6-yl]-2-fluorovinyl}aniline C1CC12CCN(CC2)C=2C=C(N)C=CC2C=C(F)C=2C=C1C=CC=NC1=C(C2)N2CCC(CC2)(F)F